C(C#C)OC1=C(C(=O)O)C=CC=C1 2-(prop-2-yn-1-yloxy)benzoic acid